C(C)(C)(C)OC(=O)N1C(=CC2=CC(=CC=C12)NC(=O)OC(C)(C)C)B(O)O (1-(t-butoxycarbonyl)-5-((t-butoxycarbonyl)amino)-1H-indol-2-yl)boronic acid